4-(1,3-Dioxan-2-yl)benzonitrile O1C(OCCC1)C1=CC=C(C#N)C=C1